Methyl 3-(3-amino-6-bromo-5-(trifluoromethyl)picolinamido)propanoate NC=1C(=NC(=C(C1)C(F)(F)F)Br)C(=O)NCCC(=O)OC